S(=O)(=O)(O)O[C@@H]1[C@@H](O)O[C@@H]([C@@H]([C@H]1O)O)C(=O)O 2-O-sulfo-α-iduronic acid